FC(CN(C(=O)N1CCN(CC1)C1=C2C=NN(C2=CC(=C1)S(=O)(=O)NC1(CC1)C#N)C=1SC(=NN1)C(F)F)C)F N-(2,2-difluoroethyl)[4-(1-[5-(difluoromethyl)(1,3,4-thiadiazol-2-yl)]-6-[[(cyano-cyclopropyl)amino]sulfonyl](1H-indazol-4-yl))piperazinyl]-N-methylcarboxamide